(5-(3-chlorophenyl)-4-cyclopropyl-3-hydroxypicolinyl)glycine ethyl ester C(C)OC(CNCC1=NC=C(C(=C1O)C1CC1)C1=CC(=CC=C1)Cl)=O